IC=1C=C(C=CC1)C(C(=O)OC)(CCOCCOS(=O)(=O)C1=CC=C(C)C=C1)C methyl 2-(3-iodophenyl)-2-methyl-4-(2-(tosyloxy)ethoxy)butanoate